8-fluoro-1-(isobutylamino)-1,2,4,5-tetrahydropyrano[3,4-c]isoquinolin-6-one FC=1C=CC=2C3=C(NC(C2C1)=O)COCC3NCC(C)C